methyl (1,1-dimethyl-2-propynyl 2-propenyl)phosphinate CC(C(=C)C#CC)(C)P(OC)=O